ruthenium tris(2,2'-bipyridine) dichloride [Cl-].[Cl-].N1=C(C=CC=C1)C1=NC=CC=C1.N1=C(C=CC=C1)C1=NC=CC=C1.N1=C(C=CC=C1)C1=NC=CC=C1.[Ru+2]